NC[C@H]1O[C@H]([C@H]2[C@@H]1OC(O2)(C)C)N2C=CC1=C2N=CN=C1N(C(OC(C)(C)C)=O)C tert-butyl (7-((3aR,4R,6R,6aR)-6-(aminomethyl)-2,2-dimethyltetrahydrofuro[3,4-d][1,3]dioxol-4-yl)-7H-pyrrolo[2,3-d]pyrimidin-4-yl)(methyl)carbamate